ClC1=C(C=C2CCNCC2=C1)NC1=NC=C(C(=N1)C1=CC2=C(C(NC2=O)(C)C)S1)C(F)(F)F 2-(2-((7-chloro-1,2,3,4-tetrahydroisoquinolin-6-yl)amino)-5-(trifluoromethyl)pyrimidin-4-yl)-6,6-dimethyl-5,6-dihydro-4H-thieno[2,3-c]pyrrol-4-one